ClCCC.[Li] lithium 3-chloropropane